tert-butyl 5-(3-(2,3-dihydro-1H-pyrrolo[1,2-a]indol-9-yl)-1,2,4-oxadiazol-5-yl)-3,3-difluoropiperidine-1-carboxylate C1CCN2C1=C(C=1C=CC=CC21)C2=NOC(=N2)C2CC(CN(C2)C(=O)OC(C)(C)C)(F)F